5-((2-((4-(((2-Chloro-2'-(cyanomethyl)-[1,1'-biphenyl]-4-yl)methyl)amino)butyl)amino)ethyl)amino)benzo[c][2,6]naphthyridine-8-carboxamide ClC1=C(C=CC(=C1)CNCCCCNCCNC1=NC2=C(C3=CN=CC=C13)C=CC(=C2)C(=O)N)C2=C(C=CC=C2)CC#N